C1(=CC=CC=C1)S(=O)(=O)CCC[Si](OCC)(OCC)OCC Benzenesulfonylpropyl-triethoxysilane